3-((4-(((tert-butyldimethylsilyl)oxy)methyl)pyridin-2-yl)amino)piperidine-2,6-dione [Si](C)(C)(C(C)(C)C)OCC1=CC(=NC=C1)NC1C(NC(CC1)=O)=O